9-(2-amino-6-(2-hydroxyethoxy)pyrimidin-4-yl)-1-(3,4-difluorophenyl)-1,9-diazaspiro[5.5]undecan-2-one NC1=NC(=CC(=N1)N1CCC2(CCCC(N2C2=CC(=C(C=C2)F)F)=O)CC1)OCCO